2-(bis(4-methoxybenzyl)amino)-4-(butylthio)pyrido[4,3-d]pyrimidin-5(6H)-one COC1=CC=C(CN(C=2N=C(C3=C(N2)C=CNC3=O)SCCCC)CC3=CC=C(C=C3)OC)C=C1